5-((R)-1-(3,5-Dichloropyridin-4-yl)ethoxy)-6-fluoro-3-iodo-1-(tetrahydro-2H-pyran-2-yl)-1H-indazole ClC=1C=NC=C(C1[C@@H](C)OC=1C=C2C(=NN(C2=CC1F)C1OCCCC1)I)Cl